tert-butyl (R)-(6-(5-(((1-(2,5-difluoropyridin-3-yl)ethoxy)carbonyl)amino)-1-methyl-1H-1,2,3-triazol-4-yl)-5-fluoropyridin-3-yl)carbamate FC1=NC=C(C=C1[C@@H](C)OC(=O)NC1=C(N=NN1C)C1=C(C=C(C=N1)NC(OC(C)(C)C)=O)F)F